C(C)(C)(C)OC(=O)N1C[C@H](CC1)[C@@H](C(=O)N1C(OC[C@@H]1CC1=CC=CC=C1)=O)CC=1C=C2C(CCOC2=CC1)NC(=O)OCC1=CC=CC=C1 (3R)-3-((2S)-1-((S)-4-benzyl-2-oxooxazolidin-3-yl)-3-(4-((benzyloxycarbonyl)amino)chroman-6-yl)-1-oxopropan-2-yl)pyrrolidine-1-carboxylic acid tert-butyl ester